5-bromo-2-[(1R,2S)-1-hydroxy-1-(3-methoxyphenyl)propan-2-yl]phenol BrC=1C=CC(=C(C1)O)[C@@H]([C@H](C1=CC(=CC=C1)OC)O)C